ClC1=C(C=CC=C1NC1=NC=CC=C1OC(F)F)[C@@]1(CC(N(C(N1)=N)C1CCOCC1)=O)C (6S)-6-(2-Chloro-3-{[3-(difluoromethoxy)pyridin-2-yl]-amino}phenyl)-2-imino-6-methyl-3-(tetrahydropyran-4-yl)hexahydropyrimidin-4-one